FC=1C=C(C=CC1F)N1C=2N(CCC1)N=C(N2)NC2=CC=C(C=C2)N2N=C(N=C2)C 4-(3,4-difluorophenyl)-N-[4-(3-methyl-1,2,4-triazol-1-yl)phenyl]-6,7-dihydro-5H-[1,2,4]triazolo[1,5-a]pyrimidin-2-amine